C(C1=CC=CC=C1)OC(N[C@H](C(=O)N(C)OC)C(C)C)=O (S)-(1-(methoxy(methyl)amino)-3-methyl-1-oxobutan-2-yl)carbamic acid benzyl ester